6-[(1-{[4-(propan-2-yl)phenyl]carbamoyl}-D-prolyl)amino]naphthalene-2-carboxylic acid CC(C)C1=CC=C(C=C1)NC(=O)N1[C@H](CCC1)C(=O)NC=1C=C2C=CC(=CC2=CC1)C(=O)O